(±)-(4aR,13bS)-10-chloro-4-(2-isopropoxyethyl)-11-methoxy-1,2,3,4,4a,5,6,13b-octahydro-8H-[1,6]naphthyridino[5,6-b]quinazolin-8-one ClC=1C=C2C(N3C(=NC2=CC1OC)[C@H]1CCCN([C@@H]1CC3)CCOC(C)C)=O |r|